4-((3-oxa-8-azabicyclo[3.2.1]octan-8-ylsulfonyl)carbamoyl)-5-cyclopropoxy-2-fluorobenzoic acid C12COCC(CC1)N2S(=O)(=O)NC(=O)C2=CC(=C(C(=O)O)C=C2OC2CC2)F